(e)-N-benzyl-3-(3-isopropylphenyl)butan-1-imine oxide C(C1=CC=CC=C1)\[N+](=C/CC(C)C1=CC(=CC=C1)C(C)C)\[O-]